N(=[N+]=[N-])C(C)C1=C(C(=NC=C1)F)C (1-azidoethyl)-2-fluoro-3-methylpyridine